[(3E)-3-(Methoxyimino)-7-(4-(2-methylphenyl)benzoyl)-7-azabicyclo[2.2.1]heptane-1-yl]methanone CO\N=C\1/CC2(CCC1N2C(C2=CC=C(C=C2)C2=C(C=CC=C2)C)=O)C=O